(3,5-bis(1H-pyrazol-1-yl)phenoxy)-7-methoxyquinoline-6-carboxamide N1(N=CC=C1)C=1C=C(OC2=NC3=CC(=C(C=C3C=C2)C(=O)N)OC)C=C(C1)N1N=CC=C1